C(C1=CC=CC=C1)OC1=CC=C(C2=C1B(OC2)O)Br 7-(benzyloxy)-4-bromobenzo[c][1,2]oxaborol-1(3H)-ol